CC1CCC(C2=CC=CC=C12)C 1,4-dimethyl-1,2,3,4-tetrahydronaphthalene